3,3-dihydroxypropanoic acid OC(CC(=O)O)O